NC=1C=C(C=CC1)C(C)(C)S(=O)(=O)N1CCC(CC1)NC=1C=C(C=CC1)C1=C(C(=C(S1)C(=O)OC(C)(C)C)OCC(=O)O)Cl 2-[[5-[3-[[1-[1-(3-aminophenyl)-1-methyl-ethyl]sulfonyl-4-piperidyl]amino]phenyl]-2-tert-butoxycarbonyl-4-chloro-3-thienyl]oxy]acetic acid